CC1=C(C=CC(=C1)C)C(=O)N1CCC(CC1)=C (2,4-dimethylphenyl)(4-methylenepiperidin-1-yl)methanone